CC1(OB(OC1(C)C)C=1C=C2C=NNC(C2=CC1)=O)C 6-(4,4,5,5-tetramethyl-1,3,2-dioxaborolan-2-yl)phthalazin-1(2H)-one